5-amino-N-(3-chloro-4-fluorophenyl)-3-(5-hydroxy-5-(1-((2-(trimethylsilyl)ethoxy)methyl)-1H-pyrazol-4-yl)octahydropentalen-2-yl)-1-methyl-1H-pyrazole-4-carboxamide NC1=C(C(=NN1C)C1CC2CC(CC2C1)(C=1C=NN(C1)COCC[Si](C)(C)C)O)C(=O)NC1=CC(=C(C=C1)F)Cl